CC(C(=O)OCCC(C(C(C(C(C(F)(F)F)(F)F)(F)F)(F)F)(F)F)(F)F)=C 3,3,4,4,5,5,6,6,7,7,8,8,8-tridecafluoro-octyl 2-methylacrylate